C(#N)C1=CC(=C(C(=O)NC=2SC(=CN2)[N+](=O)[O-])C=C1)C 4-cyano-2-methyl-N-(5-nitrothiazol-2-yl)benzamide